OCCNC1=NC(=CC(=C1)C=1C=C(C=CC1C)NC(=O)N1C[C@@H](CC1)CC(F)(F)F)N1CCOCC1 (3S)-N-(3-[2-[(2-hydroxyethyl)amino]-6-(morpholin-4-yl)pyridin-4-yl]-4-methylphenyl)-3-(2,2,2-trifluoroethyl)pyrrolidine-1-carboxamide